3-(trimethyl-silyl)propan-1-ol C[Si](CCCO)(C)C